OCC(C(=O)N)(NC(=O)C=1C(=NN2C1C=C(C=C2)OCC2=NC=CC=C2)C)C 3-hydroxy-2-methyl-2-({2-methyl-5-[(pyridin-2-yl)methoxy]pyrazolo[1,5-a]pyridin-3-yl}formamido)propanamide